CC1=C(CN(NC(=O)C2=C(N=NC(=C2)C)OC2=CSC(=C2)C(F)(F)F)C(=O)OC)C=CC(=C1)C methyl 1-(2,4-dimethylbenzyl)-2-(6-methyl-3-((5-(trifluoromethyl)thiophen-3-yl)oxy)pyridazine-4-carbonyl)hydrazine-1-carboxylate